ClC1=C2C=C(N(C2=CC=C1OC)C)C(=O)NC1(COC1)C1=CC=C(C=C1)[C@H](C(=O)O)CC |r| (±)-2-(4-(3-(4-chloro-5-methoxy-1-methyl-1H-indole-2-carboxamido)oxetan-3-yl)phenyl)butanoic acid